CC=1C=NC=CC1NC(C)=O N-(3-methyl-pyridin-4-yl)-acetamide